N-(1-(2-(cyclopropanesulfonamido)pyrimidin-4-yl)propyl)-4-(6-ethoxypyrazin-2-yl)-2-fluorobenzamide C1(CC1)S(=O)(=O)NC1=NC=CC(=N1)C(CC)NC(C1=C(C=C(C=C1)C1=NC(=CN=C1)OCC)F)=O